4-((4-(5-((2-(2,6-dioxopiperidin-3-yl)-1-oxoisoindolin-4-yl)amino)-5-oxopentanoyl)piperazin-1-yl)methyl)-N-(4-methyl-3-((4-(pyridin-3-yl)pyrimidin-2-yl)amino)phenyl)benzamide O=C1NC(CCC1N1C(C2=CC=CC(=C2C1)NC(CCCC(=O)N1CCN(CC1)CC1=CC=C(C(=O)NC2=CC(=C(C=C2)C)NC2=NC=CC(=N2)C=2C=NC=CC2)C=C1)=O)=O)=O